(S)-1-(6-(1H-pyrazol-1-yl)pyrazin-2-yl)-7'-(3,5-difluorophenyl)dihydro-1'H,3'H,5'H-spiro[piperidine-4,2'-pyrazolo[1,2-a]pyrazol]-1'-one N1(N=CC=C1)C1=CN=CC(=N1)N1CCC2(CN3N([C@@H](CC3)C3=CC(=CC(=C3)F)F)C2=O)CC1